NC=1C=C(C(=O)NC2=CC=C(C=C2)N)C=CC1 3,4'-diaminobenzanilide